FC1=CC=C(C=C1)C(NC(OC(C)(C)C)=O)C1C(NC2=C(N1)N=CC=C2)=O tert-butyl N-[(4-fluorophenyl)-[2-oxo-3,4-dihydro-1H-pyrido[2,3-b]pyrazin-3-yl]methyl]carbamate